5-[1-(2-Chloro-6-methyl-phenyl)-piperidin-4-yl]-2-methyl-7-(2-trifluoromethyl-benzyl)-2,4,5,7-tetrahydro-pyrazolo[3,4-d]pyrimidin-6-on ClC1=C(C(=CC=C1)C)N1CCC(CC1)N1C(N(C=2C(C1)=CN(N2)C)CC2=C(C=CC=C2)C(F)(F)F)=O